4,4-dimethylcyclopent-1-en-1-yl trifluoromethanesulfonate FC(S(=O)(=O)OC1=CCC(C1)(C)C)(F)F